2-[4-(1-hydroxyethyl)-1-oxo-[1,2,4]triazino[4,5-a]indol-2-yl]-N-pyrimidin-4-yl-acetamide OC(C)C1=NN(C(C=2N1C=1C=CC=CC1C2)=O)CC(=O)NC2=NC=NC=C2